(2R,3S,4aR,7aR)-2-(4-(cyclopentylamino)phenyl)-1-(2-fluoro-6-methylbenzoyl)-N-(1-methylpiperidin-4-yl)octahydro-1H-cyclopenta[b]pyridine-3-carboxamide C1(CCCC1)NC1=CC=C(C=C1)[C@H]1[C@H](C[C@@H]2[C@H](N1C(C1=C(C=CC=C1C)F)=O)CCC2)C(=O)NC2CCN(CC2)C